FC=1C=C2C(=NNC2=C(C1)F)OC 5,7-difluoro-3-methoxy-1H-indazol